1-Ethyl-6-fluoro-4,4,9-trimethyl-8-(1-methylsulfonyl-1H-indazol-4-yl)-5H-[1,2,4]triazolo[4,3-a]quinoxaline C(C)C1=NN=C2N1C1=C(C(=CC(=C1NC2(C)C)F)C2=C1C=NN(C1=CC=C2)S(=O)(=O)C)C